(1S,4r)-4-((5-(4-(1,3-dioxolan-2-yl)pyridin-2-yl)-2-(((S)-2-fluorobutyl)amino)pyrimidin-4-yl)amino)cyclohexan-1-ol 2,2,2-trifluoroacetate FC(C(=O)O)(F)F.O1C(OCC1)C1=CC(=NC=C1)C=1C(=NC(=NC1)NC[C@H](CC)F)NC1CCC(CC1)O